ClC(=C(F)F)C(F)(F)F 2-chloropentafluoropropene